2,5-dimethyl-2-isopropenyl-1-cyclohexanone CC1(C(CC(CC1)C)=O)C(=C)C